C(C)O[Si](OCC)(OCC)CN1N=NC=C1 1-(triethoxysilylmethyl)-1H-1,2,3-triazole